(3R,4S)-3-cyclopropyl-1-[7-fluoro-6-(1-methylpyrazol-4-yl)pyrrolo[1,2-b]pyridazin-4-yl]-4-methyl-2-oxopyrrolidine-3-carbonitrile C1(CC1)[C@]1(C(N(C[C@H]1C)C=1C=2N(N=CC1)C(=C(C2)C=2C=NN(C2)C)F)=O)C#N